FC=1C=2OCC(N3CCC(C(=CC1F)C32)=O)C 6,7-difluoro-2-methyl-4-oxa-1-azatricyclo[7.3.1.05,13]tridecan-5(13),6,8-trien-10-one